Propane-1,2,3-triyl 2-ethylhexanoate CCCCC(CC)C(=O)OCC(COC(=O)C(CC)CCCC)OC(=O)C(CC)CCCC